N-[2-({4-[(2-aminopyridin-4-yl)amino]-6-(5-chloro-2-fluorophenyl)pyridazin-3-yl}oxy)ethyl]methanesulfonamide NC1=NC=CC(=C1)NC1=C(N=NC(=C1)C1=C(C=CC(=C1)Cl)F)OCCNS(=O)(=O)C